3,7-dimethyl-9-(2,6,6-trimethylcyclohex-1-ene-1-yl)non-2,4,6,8-tetraenal CC(=CC=O)C=CC=C(C=CC1=C(CCCC1(C)C)C)C